NC(C(=O)O)CC1=CC=C(C=C1)C=1N=NC(=NN1)C1=CC=CC=C1 2-amino-3-(4-(6-phenyl-1,2,4,5-tetrazin-3-yl)phenyl)propionic acid